7-((3R,5S)-1-propenoyl-5-methylpyrrolidin-3-yl)-4-amino-N-((R)-1-phenylethyl)-6-(prop-1-yn-1-yl)-7H-pyrrolo[2,3-d]pyrimidine-5-carboxamide C(C=C)(=O)N1C[C@@H](C[C@@H]1C)N1C(=C(C2=C1N=CN=C2N)C(=O)N[C@H](C)C2=CC=CC=C2)C#CC